ClC=1C(=C(C=CC1)NS(=O)(=O)C=1SC(=CN1)S(=O)(=O)N(C)C)N1CCCCC1 N2-[3-chloro-2-(1-piperidyl)phenyl]-N5,N5-dimethylthiazole-2,5-disulfonamide